ClC1=C(C=CC(=C1NC=1C(=C2C(N(C=NC2=CC1)C)=O)C)F)NS(=O)(=O)N1CC(C1)COC N-(2-chloro-3-((3,5-dimethyl-4-oxo-3,4-dihydroquinazolin-6-yl)amino)-4-fluorophenyl)-3-(methoxymethyl)azetidine-1-sulfonamide